ClC1=C(C(=O)O)C=CC(=C1)N1N=CN=C1 2-chloro-4-(1H-1,2,4-triazol-1-yl)benzoic acid